(2,4-bis(octadecyloxy)phenyl)methanol tert-Butyl-5-(4-(3-(ethoxycarbonyl)-6-(4-(trifluoromethyl)phenyl)naphthalen-1-yl)phenyl)-5-hydroxyazocane-1-carboxylate C(C)(C)(C)C1N(CCCC(CC1)(O)C1=CC=C(C=C1)C1=CC(=CC2=CC(=CC=C12)C1=CC=C(C=C1)C(F)(F)F)C(=O)OCC)C(=O)OCC1=C(C=C(C=C1)OCCCCCCCCCCCCCCCCCC)OCCCCCCCCCCCCCCCCCC